1,4-Oxazoline-4-sulfonamide O1C=CN(C1)S(=O)(=O)N